C1=C(NC=2C=CC3=C(C12)C=CC=C3)C(=O)C3=CC=C(C=C3)NS(=O)(=O)C N-[4-(3H-Benzo[e]indole-2-carbonyl)-phenyl]-meth-anesulfonamide